C(#N)CC(=O)N1C[C@@H](CCC1)NC1=C2C(=NC=C1C#N)NC=C2 (R)-4-((1-(2-cyanoacetyl)piperidin-3-yl)amino)-1H-pyrrolo[2,3-b]pyridine-5-carbonitrile